FC1(CCC(CC1)C(NC(=O)C1=NOC=C1C(C)C)C=1OC2=C(N1)C=C(C=C2)CN2C(NC(C2)C(F)(F)F)=O)F N-((4,4-difluorocyclohexyl)(5-((2-oxo-4-(trifluoromethyl)imidazolidin-1-yl)methyl)benzo[d]oxazol-2-yl)methyl)-4-isopropylisoxazole-3-carboxamide